butylhydroxymethyl-benzamide C(CCC)C=1C(=C(C(=O)N)C=CC1)CO